NC(CC)C=1C=NC=CC1 3-(1-aminopropyl)pyridine